(Z)-3,7-diethyl-6-oxonon-4-en C(C)C(CC)\C=C/C(C(CC)CC)=O